P(=O)([O-])([O-])O.[NH4+].[NH4+] Diammonium phosphat